C(C)N1N=NC=C1 1-ethyl-1,2,3-triazole